octadecanoic acid (S)-1-{(S)-1-[(S)-1-((S)-1-benzyloxycarbonyl-ethoxycarbonyl)-ethoxycarbonyl]-ethoxycarbonyl}-ethyl ester C(C1=CC=CC=C1)OC(=O)[C@H](C)OC(=O)[C@H](C)OC(=O)[C@H](C)OC(=O)[C@H](C)OC(CCCCCCCCCCCCCCCCC)=O